ClC1=C2N=C(C(N(C2=CC=C1)C1=CC=C(C=C1)OCC)=O)C(=O)O 5-chloro-1-(4-ethoxyphenyl)-2-oxo-1,2-dihydroquinoxaline-3-carboxylic acid